4-{2-chloro-3-[(3,5-dimethyl-1H-pyrazol-1-yl) methyl]-4-(methylsulfonyl) benzoyl}-1-methyl-1H-pyrazol-5-yl 1,3-dimethyl-1H-pyrazole-4-carboxylate CN1N=C(C(=C1)C(=O)OC1=C(C=NN1C)C(C1=C(C(=C(C=C1)S(=O)(=O)C)CN1N=C(C=C1C)C)Cl)=O)C